C(C)N1CC(CCC1)C(O)C=1N=NC(=C(C1)C)C1=CC=C2C(=CNC2=C1)F (1-ethylpiperidin-3-yl)(6-(3-fluoro-1H-indol-6-yl)-5-methylpyridazin-3-yl)methanol